C1=CC=C2C=CCCC=C12 7H-azulene